4-(1-(4-((methylamino)methyl)-2-(trifluoromethyl)phenyl)-1H-imidazol-4-yl)-N-(1-(methylsulfonyl)piperidin-4-yl)-5-(trifluoromethyl)pyrimidin-2-amine CNCC1=CC(=C(C=C1)N1C=NC(=C1)C1=NC(=NC=C1C(F)(F)F)NC1CCN(CC1)S(=O)(=O)C)C(F)(F)F